perfluorophenyl (18S,21S,24S)-29-azido-18,21,24-tris(4-azidobutyl)-17,20,23,26-tetraoxo-4,7,10,13-tetraoxa-16,19,22,25-tetraazanonacosanoate N(=[N+]=[N-])CCCC(N[C@H](C(N[C@H](C(N[C@H](C(NCCOCCOCCOCCOCCC(=O)OC1=C(C(=C(C(=C1F)F)F)F)F)=O)CCCCN=[N+]=[N-])=O)CCCCN=[N+]=[N-])=O)CCCCN=[N+]=[N-])=O